NC1=NC=C(C=N1)C=1N=C(C2=C(N1)C(=C(S2)CNCC2=CC=C(C=C2)C=2C=C1CC[C@@H](N(C1=CC2)C(C)=O)C)C)N2CCOCC2 (S)-1-(6-(4-((((2-(2-Aminopyrimidin-5-yl)-7-methyl-4-morpholinothieno[3,2-d]pyrimidin-6-yl)methyl)amino)methyl)phenyl)-2-methyl-3,4-dihydroquinolin-1(2H)-yl)ethan-1-one